C(CCC)N(CCC[Si](OCC)(OCC)OCC)CC1OC1 butyl-[(oxiran-2-yl)methyl][3-(triethoxysilyl)propyl]amine